C(CCCC=C=CCCCCC=CCC=CCC)(=O)O octadeca-5,6,12,15-tetraenoic acid